2-[acetyl(benzyl)amino]-7-chloro-6-hydroxy-1-benzothiophene-3-carboxylic acid C(C)(=O)N(C=1SC2=C(C1C(=O)O)C=CC(=C2Cl)O)CC2=CC=CC=C2